C(C1=CC=CC=C1)OC1=CC=2CC[C@H]3[C@@H]4CCC([C@@]4(C)CC[C@@H]3C2C=C1)OCCCO 3-Benzyl-oxy-17-(3-hydroxypropoxy)estra-1,3,5(10)-triene